C(C)(=O)NC(NC(C)=O)=O diacetylurea